N[C@@H](CC(=O)N1CC=2N(CC1)C(=NC2C(=O)OCCOCCN2CCOCC2)C(F)(F)F)CC2=C(C=C(C(=C2)F)F)F 2-(2-morpholinoethoxy)ethyl (R)-7-(3-amino-4-(2,4,5-trifluorophenyl)butanoyl)-3-(trifluoromethyl)-5,6,7,8-tetrahydroimidazo[1,5-a]pyrazine-1-carboxylate